(S)-1-(1-(1-(2-cyanophenyl)piperidin-4-yl)-2-hydroxyethyl)-3-(2-ethynyl-thiazol-4-yl)-urea C(#N)C1=C(C=CC=C1)N1CCC(CC1)[C@@H](CO)NC(=O)NC=1N=C(SC1)C#C